C(#N)C1=CC(=NC(=C1C1=CC(=C(C=C1)OC)F)C1=CC(=C(C=C1)C#N)F)N1CCC2(CN(C2)C(=O)OC(C)(C)C)CC1 tert-butyl 7-(4-cyano-6-(4-cyano-3-fluorophenyl)-5-(3-fluoro-4-methoxyphenyl) pyridin-2-yl)-2,7-diazaspiro[3.5]nonane-2-carboxylate